CN1CC[C@@]23C=C[C@@H](C[C@@H]2OC4=C(C=CC(=C34)C1)OC)O.Br Galanthamine HBr